FC=1C(=C(C=CC1F)[C@H]1[C@@H](O[C@]([C@H]1C)(C(F)(F)F)C)C(=O)NC=1C=NC(=CC1)[C@H]1OC(OC1)(C)C)OC (2R,3S,4S,5R)-3-(3,4-difluoro-2-methoxyphenyl)-N-(6-((R)-2,2-dimethyl-1,3-dioxolan-4-yl)pyridin-3-yl)-4,5-dimethyl-5-(trifluoromethyl)tetrahydrofuran-2-carboxamide